(2-chlorophenyl)-[1-hydroxy-6-(3-pyridyl)-2,3,1-benzodiazaborinin-2-yl]methanone ClC1=C(C=CC=C1)C(=O)N1B(C2=C(C=N1)C=C(C=C2)C=2C=NC=CC2)O